ClC1=C(C=CC=C1F)F 4-chloro-3,5-difluorobenzene